1-bromobutadiene BrC=CC=C